(E)-5-(5-benzoyl-1-(4-(((tert-butoxycarbonyl)(methyl)amino)methyl)phenyl)-1,9-dioxo-10-oxa-2,5,8-triazatridec-12-en-13-yl)-2-nitrobenzoic acid C(C1=CC=CC=C1)(=O)N(CCNC(=O)C1=CC=C(C=C1)CN(C)C(=O)OC(C)(C)C)CCNC(OC\C=C\C=1C=CC(=C(C(=O)O)C1)[N+](=O)[O-])=O